C(C)(C)N1C=CC2=CC(=CC=C12)C=1SC=C(N1)C1=C(C=CC=C1)C(F)(F)F 2-(1-isopropylindol-5-yl)-4-[2-(trifluoromethyl)phenyl]thiazole